2-vinylnaphthalene C(=C)C1=CC2=CC=CC=C2C=C1